4-bromo-5-(4-fluoro-2,6-dimethylphenoxy)-1-methylpyridin-2(1H)-one BrC1=CC(N(C=C1OC1=C(C=C(C=C1C)F)C)C)=O